(S)-4-((2-(4-fluorophenoxy)ethyl)(4-(5,6,7,8-tetrahydro-1,8-naphthyridin-2-yl)butyl)amino)-2-((5-phenylpyrimidin-4-yl)amino)butanoic acid FC1=CC=C(OCCN(CC[C@@H](C(=O)O)NC2=NC=NC=C2C2=CC=CC=C2)CCCCC2=NC=3NCCCC3C=C2)C=C1